Succinimidyl 6-(beta-maleimidopropionamido)-hexanoate C1(C=CC(N1CCC(=O)NCCCCCC(=O)ON1C(CCC1=O)=O)=O)=O